C(CCCCCCCCCCC)(=O)OCC(OC(CCCCCCCCCCC)=O)COC(CCCCCCCCCCC)=O 1,2,3-trilauroyl-glycerol